(R)-2-amino-6-(3-(3-((1,3-dihydroxypropan-2-yl)oxy)-2,2-bis(((1,3-dihydroxypropan-2-yl)oxy)methyl)propyl)ureido)hexanamide N[C@@H](C(=O)N)CCCCNC(=O)NCC(COC(CO)CO)(COC(CO)CO)COC(CO)CO